C(C)(=O)O/N=C(\C1=CC(=CC=C1)CC(C=1SC=CN1)NS(=O)(=O)C1=CC(=CC=C1)C(NCCOC)=O)/N [(E)-[amino-[3-[2-[[3-(2-methoxyethylcarbamoyl)phenyl]sulfonylamino]-2-thiazol-2-yl-ethyl]phenyl]methylene]amino] acetate